NC=1CC(=CC2=C(N1)C=C(S2)C#CC2CCN(CC2)C(=O)OC(C)(C)C)C(=O)O 5-amino-2-[2-(1-tert-butoxycarbonyl-4-piperidinyl)ethynyl]-6H-thieno[3,2-b]azepin-7-carboxylic acid